(5-fluoro-3-iodo-1H-indol-2-yl)(pyrrolidin-1-yl)methanone FC=1C=C2C(=C(NC2=CC1)C(=O)N1CCCC1)I